N-methyl-2-oxo-acetamide CNC(C=O)=O